N-(3-(3-(6-bromo-7-(((S)-1-(ethylsulfonyl)pyrrolidin-3-yl)amino)-1H-imidazo[4,5-b]pyridin-2-yl)-2,5-dimethyl-1H-pyrrol-1-yl)-2-methylphenyl)-2-morpholinoacetamide BrC=1C(=C2C(=NC1)N=C(N2)C2=C(N(C(=C2)C)C=2C(=C(C=CC2)NC(CN2CCOCC2)=O)C)C)N[C@@H]2CN(CC2)S(=O)(=O)CC